FC1(C[C@]12CCC=1N(C2)N=C(C1C1=C2C(=NC(=C1F)C)NN=C2C)C2=NC=C(C=C2)F)F (S)-2,2-difluoro-3'-(5-fluoro-3,6-dimethyl-1H-pyrazolo[3,4-b]pyridin-4-yl)-2'-(5-fluoropyridin-2-yl)-4',5'-dihydro-7'H-spiro[cyclopropane-1,6'-pyrazolo[1,5-a]pyridine]